N-(4-(4-((3-fluoropropyl)sulfonamido)phenyl)-7H-pyrrolo[2,3-d]pyrimidin-2-yl)cyclopropylcarboxamide FCCCS(=O)(=O)NC1=CC=C(C=C1)C=1C2=C(N=C(N1)NC(=O)C1CC1)NC=C2